3-(3-fluorophenyl)-2-(3,4,5-tris(benzyloxy)phenyl)-2,5-dihydrofuran-2-carboxylic acid FC=1C=C(C=CC1)C=1C(OCC1)(C(=O)O)C1=CC(=C(C(=C1)OCC1=CC=CC=C1)OCC1=CC=CC=C1)OCC1=CC=CC=C1